2-(4-(2-(2-((6-chlorohexyl)oxy)ethoxy)ethoxy)-2,6-dimethylphenyl)-3-mesitylcycloprop-2-en-1-one ClCCCCCCOCCOCCOC1=CC(=C(C(=C1)C)C=1C(C1C1=C(C=C(C=C1C)C)C)=O)C